calcium magnesium sulphur oxygen [O].[S].[Mg].[Ca]